C12CC(CC(CC1)C2)NC(=O)C2=CC=1C(=CN=CC1Cl)N2 N-(3-bicyclo[3.2.1]octanyl)-4-chloro-1H-pyrrolo[2,3-c]pyridine-2-carboxamide